2-(1-(cyclopropylsulfonyl)-1H-pyrazol-4-yl)-N-(5-((1-(2-fluoroethyl)-1H-pyrazol-4-yl)ethynyl)-4-isopropoxypyridin-2-yl)pyrimidin-4-amine C1(CC1)S(=O)(=O)N1N=CC(=C1)C1=NC=CC(=N1)NC1=NC=C(C(=C1)OC(C)C)C#CC=1C=NN(C1)CCF